2-chloro-9-(tetrahydro-2H-thiopyran-4-yl)-7,9-dihydro-8H-purin-8-one ClC1=NC=C2NC(N(C2=N1)C1CCSCC1)=O